C(C)(C)(C)OC(CN1C(CC(CC1)C(=O)OC)=O)=O methyl 1-(2-tert-butoxy-2-oxoethyl)-2-oxopiperidine-4-carboxylate